(S)-1-(2-(difluoromethyl)pyridin-4-yl)-3-(2-fluoro-7-(1-hydroxyethyl)pyrazolo[1,5-a]Pyrimidin-6-yl)urea FC(C1=NC=CC(=C1)NC(=O)NC=1C=NC=2N(C1[C@H](C)O)N=C(C2)F)F